ClC=1C=C(C=CC1Cl)C=1N=C(SC1SC(C)C)N1N=C(C(=C1C(=O)O)C1=CC(=NC(=C1)C)C)C 1-(4-(3,4-dichlorophenyl)-5-(isopropylsulfanyl)thiazol-2-yl)-4-(2,6-dimethylpyridin-4-yl)-3-methyl-1H-pyrazole-5-carboxylic acid